trihydroxydiphenylethylene OC1=C(C(=C(C=C1)C=CC1=CC=CC=C1)O)O